NC1=C2C(=NC=N1)N(N=C2C)C(C)C=2C(=C(C(=C(C2)Cl)C#N)N2CCC2)OCC 1-{3-[1-(4-amino-3-methyl-1H-pyrazolo[3,4-d]pyrimidin-1-yl)ethyl]-5-chloro-6-cyano-2-ethoxyphenyl}azetidine